[2-[(2,6-difluoro-4-pyridinyl)-[4-[(2,2-dimethylcyclobutyl) carbamoyl]-5-methyl-thiazol-2-yl] amino]-2-oxo-ethyl] acetate C(C)(=O)OCC(=O)N(C=1SC(=C(N1)C(NC1C(CC1)(C)C)=O)C)C1=CC(=NC(=C1)F)F